5-[4-(hydroxymethyl)indol-1-yl]sulfonyl-2H-isoquinolin-1-one OCC1=C2C=CN(C2=CC=C1)S(=O)(=O)C1=C2C=CNC(C2=CC=C1)=O